NC1=NC(=NC(=C1N(C(OC)=O)C)N)C1=NN(C2=CC(=CC=C12)F)CC=1C=NC=CC1 methyl (4,6-diamino-2-(6-fluoro-1-(pyridin-3-ylmethyl)-1H-indazol-3-yl) pyrimidin-5-yl)(methyl)carbamate